6-Chloro-N-(3-methoxy-5-((tetrahydrofuran-3-yl)oxy)phenyl)quinolin-4-amine ClC=1C=C2C(=CC=NC2=CC1)NC1=CC(=CC(=C1)OC1COCC1)OC